3-(2,6-dimethylphenyl)-5-methylisoxazole-4-carboxylic acid CC1=C(C(=CC=C1)C)C1=NOC(=C1C(=O)O)C